C/C(/C(=O)OCC)=C\C1=CN=CN1C[C@H]1OCC1 ethyl (S,E)-2-methyl-3-(1-(oxetan-2-ylmethyl)-1H-imidazol-5-yl)acrylate